BrC=1C=CC(=C2C=NC(=NC12)OC)N1CCC(CC1)N(C(OC(C)(C)C)=O)C1CC1 tert-butyl N-[1-(8-bromo-2-methoxy-quinazolin-5-yl)-4-piperidyl]-N-cyclopropyl-carbamate